Cl.C(C)OC(CN)=O GLYCINE ETHYL ESTER hydrochloride